N-t-butoxycarbonyl-2,3-dihydro-1H-pyrrole-4-boronic acid pinacol ester C(C)(C)(C)OC(=O)N1CCC(=C1)B1OC(C)(C)C(C)(C)O1